C(C1=CC=CC=C1)N1C(C(=CC(=C1)C(=O)NC[C@@H]1CC[C@H](CC1)O)C(=O)NC)=O 1-benzyl-N5-(((trans)-4-hydroxycyclohexyl)methyl)-N3-methyl-2-oxo-1,2-dihydropyridine-3,5-dicarboxamide